C(C1=CC=CC=C1)OC(=O)N1C(CCCC1)OS(=O)(=O)C ((methylsulfonyl)oxy)piperidine-1-carboxylic acid benzyl ester